CC(CCC=C(C(=O)O[C@H]1CN(CCC1)C1=C2C(=NC=C1)NC=C2C=2C=NC=NC2)C)(C)C (3R)-1-(3-pyrimidin-5-yl-1H-pyrrolo[2,3-b]pyridin-4-yl)piperidin-3-ol 3,3-dimethylbutyl-methacrylate